trimethylbutylphosphine dimethyl-phosphate salt COP(=O)(OC)O.CC(CCCP)(C)C